(Z)-3-(1-((1,3-Dimethyl-1H-pyrazol-5-yl)amino)ethylidene)-5-(4-methylpyridin-3-yl)-1H-pyrrolo[2,3-c]pyridin-2(3H)-one CN1N=C(C=C1N\C(\C)=C\1/C(NC2=CN=C(C=C21)C=2C=NC=CC2C)=O)C